tert-butyl 3-(5-chloro-8-(4-(trifluoromethoxy)phenyl)quinoxalin-6-yl)azetidine-1-carboxylate ClC1=C2N=CC=NC2=C(C=C1C1CN(C1)C(=O)OC(C)(C)C)C1=CC=C(C=C1)OC(F)(F)F